6-bromo-N-[5-(difluoromethoxy)-4,6-dimethoxy-pyrimidin-2-yl]-1H-indole-3-sulfonamide BrC1=CC=C2C(=CNC2=C1)S(=O)(=O)NC1=NC(=C(C(=N1)OC)OC(F)F)OC